tert-butyl (S)-(3-(4,4,5,5-tetramethyl-1,3,2-dioxaborolan-2-yl)cyclohex-2-en-1-yl)carbamate CC1(OB(OC1(C)C)C1=C[C@H](CCC1)NC(OC(C)(C)C)=O)C